[N+](=O)([O-])C(=CC1=CC=CC=C1)C=CC(=O)[O-] nitrylstyrenacrylat